C(#N)C1=NC2=CC(=CC(=C2N=C1N(C)CC1CC1)[C@@H](C)NC1=C(C(=O)O)C=CC=C1)C (R)-2-((1-(2-cyano-3-((cyclopropylmethyl)(methyl)amino)-7-methylquinoxalin-5-yl)ethyl)amino)benzoic acid